C[Si](N(CCC[Si](OCCC)(OCCC)OCCC)[Si](C)(C)C)(C)C N,N-bis(trimethylsilyl)-3-aminopropyl-tripropoxysilane